CC1=CN=CC(=N1)CNC=1N=C(N=C2NN=CC12)C ((6-Methyl-2-pyrazinyl)methyl)(3-methyl-2,4,8,9-tetrazabicyclo[4.3.0]nona-1,3,5,7-tetraen-5-yl)amine